methyl (R)-2-((4-chlorophenyl)ethynyl)-4-oxochromane-2-carboxylate ClC1=CC=C(C=C1)C#C[C@@]1(OC2=CC=CC=C2C(C1)=O)C(=O)OC